C1(=CC=CC=C1)CBr 1-phenyl-1-bromomethane